C(#N)C=1C=C(C=CC1)NC(C1=C(C=C(C=C1)C#CCC(C)C)OC1=C(C=C(C=C1)F)C)=O N-(3-cyanophenyl)-2-(4-fluoro-2-methylphenoxy)-4-(4-methyl-1-pentynyl)benzamide